i-propylamine C(C)(C)N